3H-imidazo[2,1-b]purin N=1C=2N3C(N=CC2NC1)=NC=C3